(R)-1-(8,9-difluoro-6-oxo-1,4,5,6-tetrahydro-2H-pyrano[3,4-c]isoquinolin-1-yl)-3-(4-fluoro-3-methylphenyl)-1-methylurea FC=1C(=CC=2C3=C(NC(C2C1)=O)COC[C@@H]3N(C(=O)NC3=CC(=C(C=C3)F)C)C)F